NC1=NC=NN2C1=C(C=C2C=2C(=CC(=C(C(=O)N[C@@H]1CN(C[C@@H]1F)C(=O)C1CC(CC1)(F)F)C2)Cl)F)CN2CC(C2)(F)F 5-{4-amino-5-[(3,3-difluoroazetidin-1-yl)methyl]pyrrolo[2,1-f][1,2,4]-triazin-7-yl}-2-chloro-N-[(3R,4S)-1-(3,3-difluorocyclopentanecarbonyl)-4-fluoropyrrolidin-3-yl]-4-fluoro-benzamide